C[C@H]([C@@H](CC)S(=O)(=O)N)CC=C (3R,4S)-4-METHYLHEPT-6-ENE-3-SULFONAMIDE